BrC=1C=NN(C1)C1C(CNCC1)O 4-(4-bromo-1H-pyrazol-1-yl)piperidin-3-ol